5-(3-((4,4-difluorocyclohexyl)sulfonyl)-5-morpholinophenyl)pyrimidin-2-amine FC1(CCC(CC1)S(=O)(=O)C=1C=C(C=C(C1)N1CCOCC1)C=1C=NC(=NC1)N)F